2-[(2S)-4-[7-(8-chloro-1-naphthyl)-2-[2-(3,3-difluoro-1-piperidyl)ethoxy]-6,8-dihydro-5H-pyrido[3,4-d]pyrimidin-4-yl]piperazin-2-yl]acetonitrile ClC=1C=CC=C2C=CC=C(C12)N1CC=2N=C(N=C(C2CC1)N1C[C@@H](NCC1)CC#N)OCCN1CC(CCC1)(F)F